(4-(4-amino-7-(1-isobutyrylpiperidin-4-yl)pyrrolo[2,1-f][1,2,4]triazin-5-yl)phenyl)-5-chloro-6-methyl-2-oxo-2H-[1,3'-bipyridine]-3-carboxamide NC1=NC=NN2C1=C(C=C2C2CCN(CC2)C(C(C)C)=O)C2=CC=C(C=C2)C2=C(C(N(C(=C2Cl)C)C=2C=NC=CC2)=O)C(=O)N